CCC1=CC2=C(C=C1N3CCC(CC3)N4CCOCC4)C(C5=C(C2=O)C6=C(N5)C=C(C=C6)C#N)(C)C.Cl The molecule is a hydrochloride obtained by combining alectinib with one molar equivalent of hydrochloric acid. Used for the treatment of patients with anaplastic lymphoma kinase-positive, metastatic non-small cell lung cancer. It has a role as an antineoplastic agent and an EC 2.7.10.1 (receptor protein-tyrosine kinase) inhibitor. It contains an alectinib(1+).